5-Bromo-7-iodo-2-(methoxymethyl)-2,3-dihydro-[1,4]dioxino[2,3-c]pyridine BrC1=NC(=CC2=C1OCC(O2)COC)I